C(CCCCCC)NC(=O)CC1(CC(CC(C1)(C)C)NC([O-])=O)C 3-(heptylcarbamoylmethyl)-3,5,5-trimethylcyclohexylcarbamate